N-([1,1'-biphenyl]-4-yl)-9-phenyl-9H-carbazol-3-amine C1(=CC=C(C=C1)NC=1C=CC=2N(C3=CC=CC=C3C2C1)C1=CC=CC=C1)C1=CC=CC=C1